IN1C(CCC1=O)=O N-Iodo-succinimid